(S)-2-((6-((4-chloro-2-fluorobenzyl)oxy)-[2,3'-bipyridyl]-6'-yl)methyl)-1-(oxetan-2-ylmethyl)-1H-benzo[d]imidazole-6-carboxylic acid ClC1=CC(=C(COC2=CC=CC(=N2)C=2C=NC(=CC2)CC2=NC3=C(N2C[C@H]2OCC2)C=C(C=C3)C(=O)O)C=C1)F